2-[3-(benzyloxy)phenyl]butan-2-ol C(C1=CC=CC=C1)OC=1C=C(C=CC1)C(C)(CC)O